C(C1=CC=CC=C1)OC(C=O)C(C(C=O)OCC1=CC=CC=C1)OCC1=CC=CC=C1 2,3,4-tribenzyloxyglutaraldehyde